N-(4,4-difluoro-1-hydroxy-2-methylbutan-2-yl)-2-methyl-5-[(pyridin-2-yl)methoxy]pyrazolo[1,5-a]pyridine-3-carboxamide FC(CC(CO)(C)NC(=O)C=1C(=NN2C1C=C(C=C2)OCC2=NC=CC=C2)C)F